ClC=1C=CC=2C(=C3N(C2C1C=1C(=NC=NC1C)C)[C@@H](CN(C3=O)C3=CN(C1=CC=C(C=C31)C(=O)N)C)C)CCCOC3=CC(=C(C(=C3)C)Cl)C 3-[(4R)-7-chloro-10-[3-(4-chloro-3,5-dimethyl-phenoxy)propyl]-6-(4,6-dimethylpyrimidin-5-yl)-4-methyl-1-oxo-3,4-dihydropyrazino[1,2-a]indol-2-yl]-1-methyl-indole-5-carboxamide